F.[NH+]1=CC=CC=C1 Pyridinium hydrofluoride